1-[2-[2-(8-chloro-6-fluoro-4-oxo-chromen-2-yl)phenoxy]ethyl]pyrrolidine-3-carboxylic acid ClC=1C=C(C=C2C(C=C(OC12)C1=C(OCCN2CC(CC2)C(=O)O)C=CC=C1)=O)F